((S)-1-(4-((S)-1-Acetyl-2-methyl-1,2,3,4-tetrahydroquinolin-6-yl)phenyl)ethyl)-6-(2-aminopyrimidin-5-yl)-8-morpholinoimidazo[1,2-a]pyrazine-2-carboxamide C(C)(=O)N1[C@H](CCC2=CC(=CC=C12)C1=CC=C(C=C1)[C@H](C)C1=C(N=C2N1C=C(N=C2N2CCOCC2)C=2C=NC(=NC2)N)C(=O)N)C